[Pd](Cl)Cl.C1(=CC=CC=C1)P(C1=CC=CC=C1)C1=CC=CC=C1.C1(=CC=CC=C1)P(C1=CC=CC=C1)C1=CC=CC=C1 bis-(triphenylphosphine) palladium (ii) chloride